1-(2H3)Methyl-3-(2,3,5-trifluorophenoxy)azetidine C(N1CC(C1)OC1=C(C(=CC(=C1)F)F)F)([2H])([2H])[2H]